C(C)N(C=1C=CC2=C(C1)C1=CC(=CC=C1C21OC(=O)C2=CC(=CC=C12)N(CC)CC)N(CC)CC)CC 3,6,6'-tris(diethylamino)spiro[fluorene-9,3'-phthalide]